C(C)(C)(C)P(C1=C(C(=CC=C1OC)OC)C1=C(C=C(C=C1C(C)C)C(C)C)C(C)C)C(C)(C)C di-tert-butyl(3,6-dimethoxy-2-[2,4,6-tris(propan-2-yl)phenyl]phenyl)phosphane